ClC=1C=C(C=CC1)C1=NC(=CC=C1/C=C/C(=O)NC1=CC=CC=2NC(NC21)=O)C(F)(F)F (E)-3-(2-(3-chlorophenyl)-6-(trifluoromethyl)pyridin-3-yl)-N-(2-oxo-2,3-dihydro-1H-benzo[d]imidazol-4-yl)acrylamide